C1(CCCCC1)COC=1C=C(C=CC1)C(CCN)=NN 3-(3-(cyclohexylmethoxy)phenyl)-3-hydrazonopropan-1-amine